N-[(3R)-7-[(3aR,6aR)-octahydropyrrolo[2,3-c]pyrrol-1-yl]-5-fluoro-3,4-dihydro-2H-1-benzopyran-3-yl]-3-amino-6-methylthieno[2,3-b]pyridine-2-carboxamide N1(CC[C@H]2[C@@H]1CNC2)C2=CC1=C(C[C@H](CO1)NC(=O)C1=C(C=3C(=NC(=CC3)C)S1)N)C(=C2)F